ON=CC(C)(C)NC(OC(C)(C)C)=O tert-butyl (1-(hydroxyimino)-2-methylpropan-2-yl)carbamate